N[C@H](C(=O)OC(C)C)C isopropyl (S)-2-aminopropionate